CC(C=O)C(CC)C 2,3-dimethyl-valeraldehyde